2,2'-methylenebis(4,6-di-tert-butylphenyl) (2,4-di-tert-butylphenyl) phosphite P1(OC2=C(C=C(C=C2C(C)(C)C)C(C)(C)C)CC2=C(C(=CC(=C2)C(C)(C)C)C(C)(C)C)O1)OC1=C(C=C(C=C1)C(C)(C)C)C(C)(C)C